CC(C(=O)O)(C\C=C\CC(C(=O)O)(C)C)C (4E)-2,2,7,7-tetramethyloct-4-enedioic acid